N-(6-(4-isopropylpiperazin-1-yl)-2,2-dimethyl-2,3-dihydrobenzofuran-5-yl)pyrazolo[1,5-a]pyrimidine-3-carboxamide C(C)(C)N1CCN(CC1)C1=CC2=C(CC(O2)(C)C)C=C1NC(=O)C=1C=NN2C1N=CC=C2